[N+](=O)(O)[O-].N[Pt]N diaminoplatinum (II) nitrate